4-[2-(2-{1-[(S)-3-methyl-1-piperidyl]methyl}-4-cyclopropyl-7-oxo-1,6-dihydro-1,6-diaza-6-indenyl)-6-cyclopropyl-4-pyridyl]-3-[1-(difluoromethyl)-2-imidazolyl]benzonitrile C[C@@H]1CN(CCC1)CC=1NC=2C(N(C=C(C2C1)C1CC1)C1=NC(=CC(=C1)C1=C(C=C(C#N)C=C1)C=1N(C=CN1)C(F)F)C1CC1)=O